methyl-1-aza3,7-dioxabicyclo[3.3.0]octane CC1N2COCC2CO1